BrCC(=O)C1=CC=CC(=N1)C(=O)NC 6-(2-bromoacetyl)-N-methylpicolinamide